N(=[N+]=[N-])C(CC(=O)N[C@@H](C(C)C)C(=O)O)CC N-(3-azidopentanoyl)-L-valine